N-[(9H-fluorene-9-ylmethoxy)carbonyl]-L-cysteic acid C1=CC=CC=2C3=CC=CC=C3C(C12)COC(=O)N[C@@H](CS(=O)(O)=O)C(=O)O